C1(=CC=CC2=CC=CC=C12)C1=CC=C(C=C1)N(C1=CC=C(C=C1)C1=CC(=CC=C1)C1=CC=C(C=C1)N(C1=CC=CC=C1)C1=CC=C(C=C1)C1=CC=CC2=CC=CC=C12)C1=CC=CC=C1 4,4''-bis[{4-(naphthalene-1-yl)phenyl}-phenylamino]-1,1':3',1''-terphenyl